N-ethyl-2-[5-oxo-1-[[3-(trifluoromethyl)-phenyl]methyl]pyrrolidin-2-yl]acetamid C(C)NC(CC1N(C(CC1)=O)CC1=CC(=CC=C1)C(F)(F)F)=O